imino({2-[1-(8-methoxyquinolin-4-yl)piperidin-4-yl]ethyl})methyl-λ6-sulfanone N=S(=O)(C)CCC1CCN(CC1)C1=CC=NC2=C(C=CC=C12)OC